COC=1C=C(C=CC1)C=1NC2=CC=CC=C2C1CC1=C(NC2=CC=CC=C12)C1=CC(=CC=C1)OC Bis(2-(3-methoxyphenyl)-1H-indol-3-yl)methane